C(C)C1(COC1)COC1=C(C(=C(C(=C1Br)Br)Br)Br)Br penta-bromophenyl (3-ethyl-3-oxetanylmethyl) ether